CN(C=1C=C2OC3=CC(C=CC3=C(C2=CC1)C1=C(C(=O)[O-])C=C(C=C1)C(NCCCCCNC(=O)OC[C@H]1OCC/C=C/CC1)=O)=[N+](C)C)C (S,E)-2-(6-(dimethylamino)-3-(dimethyliminio)-3H-xanthen-9-yl)-5-((5-((((3,4,7,8-tetrahydro-2H-oxocin-2-yl)methoxy)carbonyl)amino)pentyl)carbamoyl)benzoate